ClC=1C=C(C(=O)NC=2C=C3C(=NNC3=C3C2C(NC3=O)C3=C(C=CC(=C3)F)Cl)C#N)C=C(C1)F 3-chloro-N-[6-(2-chloro-5-fluorophenyl)-3-cyano-8-oxo-1,6,7,8-tetrahydropyrrolo[4,3-g]indazol-5-yl]-5-fluorobenzamide